2-((1S,2S)-1-(2-chlorophenyl)-1-phenylpropan-2-yl)-N-(isoxazol-4-yl)-5-methoxy-1-methyl-6-oxo-1,6-dihydropyrimidine-4-carboxamide ClC1=C(C=CC=C1)[C@@H]([C@H](C)C=1N(C(C(=C(N1)C(=O)NC=1C=NOC1)OC)=O)C)C1=CC=CC=C1